5-chloro-2-hydroxy-3-((3-(4-hydroxyphenyl)-1-methoxy-1-oxopropan-2-ylimino)methyl)phenyl 3-methylbenzoate CC=1C=C(C(=O)OC2=C(C(=CC(=C2)Cl)C=NC(C(=O)OC)CC2=CC=C(C=C2)O)O)C=CC1